3-(tert-butoxycarbonylamino)-5,5,7-trifluoro-2-keto-1-[4-(trifluoromethoxy)benzyl]-3,4-dihydro-1-benzazepine-8-carboxylic acid C(C)(C)(C)OC(=O)NC1C(N(C2=C(C(C1)(F)F)C=C(C(=C2)C(=O)O)F)CC2=CC=C(C=C2)OC(F)(F)F)=O